methyl 1-imino-1,3-dioxo-2,3-dihydro-1λ6,2-benzothiazole-6-carboxylate N=S1(NC(C2=C1C=C(C=C2)C(=O)OC)=O)=O